CN1N=CC(=C1)C1=NC=CC(=C1)OC=1C=C2C(N(C=NC2=CC1)CC=1C=NC=CC1)=O 6-{[2-(1-methylpyrazol-4-yl)-4-pyridyl]oxy}-3-(3-pyridylmethyl)quinazolin-4-one